C1(CCCC1)CC=1NC(=NN1)C(=O)NC1=NC=CC(=C1)C1=C(C=CC(=C1)OCC(C)(C)O)C(F)(F)F 5-(cyclopentylmethyl)-N-(4-(5-(2-hydroxy-2-methylpropoxy)-2-(trifluoromethyl)phenyl)pyridin-2-yl)-4H-1,2,4-triazole-3-carboxamide